C(C=C)(=O)N1CC(C1)N1N=C(C2=CC=CC(=C12)NS(=O)(=O)C)C1=CC=C(C=C1)C(F)(F)F N-(1-(1-acryloylazetidin-3-yl)-3-(4-(trifluoromethyl)phenyl)-1H-indazol-7-yl)methanesulfonamide